(RS)-tert-butyl 6-(4-(1H-pyrazol-5-yl)phenyl)-2,2-difluoro-7-azaspiro[3.5]nonane-7-carboxylate N1N=CC=C1C1=CC=C(C=C1)[C@H]1CC2(CC(C2)(F)F)CCN1C(=O)OC(C)(C)C |r|